4-(chloromethyl)cyclopentane-1,3-dione ClCC1C(CC(C1)=O)=O